N-(cis-4-(methoxy-d3)cyclohexyl)-5-(1-methyl-1H-benzo[d][1,2,3]triazol-6-yl)-7H-pyrrolo[2,3-d]pyrimidin-2-amine C(O[C@H]1CC[C@H](CC1)NC=1N=CC2=C(N1)NC=C2C=2C=CC1=C(N(N=N1)C)C2)([2H])([2H])[2H]